C(C)(C)(C)OC(=O)N1CCC(CC1)NC(=O)C1=NN(C2=C1CN(CC2C)C(=O)C=2NC=CC2)CC2=CC=C(C=C2)F 4-(1-(4-fluorobenzyl)-7-methyl-5-(1H-pyrrole-2-carbonyl)-4,5,6,7-tetrahydro-1H-pyrazolo[4,3-c]Pyridine-3-carboxamido)piperidine-1-carboxylic acid tert-butyl ester